BrC1=C(C(=C(C=C1)O)F)OC 4-bromo-2-fluoro-3-methoxyphenol